N,N-dimethyl-4-[2-methyl-4-({(1R)-1-[2-methyl-3-(trifluoromethyl)phenyl]ethyl}amino)pyrido[3,4-d]pyrimidin-6-yl]-4-oxo-1,4lambda5-azaphosphinane-1-carboxamide CN(C(=O)N1CCP(CC1)(=O)C1=CC2=C(N=C(N=C2N[C@H](C)C2=C(C(=CC=C2)C(F)(F)F)C)C)C=N1)C